6-(2-chloroacetyl)-5-fluoro-3,4-dihydro-quinolin-2(1H)-one ClCC(=O)C=1C(=C2CCC(NC2=CC1)=O)F